C(C)N1N=CC(=C1)NC(=O)C=1C=CC=2N(C1)C(=C(N2)C(C2=CC=CC=C2)(C2=CC=CC=C2)O)CC 3-Ethyl-2-(hydroxy-diphenyl-methyl)-imidazo[1,2-a]pyridine-6-carboxylic acid (1-ethyl-1H-pyrazol-4-yl)-amide